5-(6-(Difluoromethoxy)pyridin-2-yl)-4-(2,6-dimethoxyphenyl)-N-((pyrimidin-2-ylmethyl)sulfonyl)-4H-1,2,4-triazole-3-carboxamide FC(OC1=CC=CC(=N1)C=1N(C(=NN1)C(=O)NS(=O)(=O)CC1=NC=CC=N1)C1=C(C=CC=C1OC)OC)F